ethyl 5-(tert-butylsulfanyl)-2,2-dimethyl-4-oxopentanoate C(C)(C)(C)SCC(CC(C(=O)OCC)(C)C)=O